ClC1=C(C(=O)NS(N(C(C)C)C)(=O)=O)C=C(C(=C1)F)N1C(N(C(=CC1=O)C(F)(F)F)C)=O 2-chloro-4-fluoro-5-[3-methyl-2,6-dioxo-4-(trifluoromethyl)-3,6-dihydropyrimidin-1(2H)-yl]-N-[methyl-(prop-2-yl)sulfamoyl]benzamide